4-((2-chloro-5-nitropyrimidin-4-yl)(1-methoxy-1-oxobutan-2-yl)amino)piperidine-1-carboxylic acid tert-butyl ester C(C)(C)(C)OC(=O)N1CCC(CC1)N(C(C(=O)OC)CC)C1=NC(=NC=C1[N+](=O)[O-])Cl